2-(4-(5-chloro-2-(1H-tetrazol-1-yl)phenyl)-2,5-dioxopiperazin-1-yl)-N-(2-(difluoromethyl)-2H-indazol-5-yl)-3-phenylpropanamide ClC=1C=CC(=C(C1)N1CC(N(CC1=O)C(C(=O)NC1=CC2=CN(N=C2C=C1)C(F)F)CC1=CC=CC=C1)=O)N1N=NN=C1